C(C)OC(=O)C1=CC(=C(C(=O)O)C(=C1)C(F)(F)F)F 4-(ethoxycarbonyl)-2-fluoro-6-(trifluoromethyl)benzoic acid